O1C2=C(N(CC1)NC(=O)C=1C=NC3=C(C(=CC=C3C1C1CC(C1)F)F)C1=C(C(=CC(=C1)F)F)F)C=CC=C2 N-(2,3-dihydro-4H-benzo[b][1,4]oxazin-4-yl)-7-fluoro-4-(3-fluorocyclobutyl)-8-(2,3,5-trifluorophenyl)quinoline-3-carboxamide